OC[C@H](C1=CC=CC=C1)NC(=O)C=1C=2C[C@H]3[C@@H](C2N(N1)C1=C(C=C(C=C1)F)F)C3 (1aS,5aS)-2-(2,4-Difluoro-phenyl)-1a,2,5,5a-tetrahydro-1H-2,3-diaza-cyclopropa[a]pentalene-4-carboxylic acid ((S)-2-hydroxy-1-phenyl-ethyl)-amide